BrC=1N=C(N(C1)C)C1OCCCO1 4-bromo-2-(1,3-dioxan-2-yl)-1-methyl-imidazole